ONC(CCCCCCCOC=1C=C2C(=NC=NC2=CC1OC)OC1=CC2=C(C(=C(O2)C)C(=O)NC)C=C1)=O 6-((6-((8-(hydroxyamino)-8-oxooctyl)oxy)-7-methoxyquinazolin-4-yl)oxy)-N,2-dimethylbenzofuran-3-carboxamide